2-Amino-N-(1-(4-chloro-7-(2,3-dihydroxypropoxy)-1H-indazol-6-yl)ethyl)pyrazolo[1,5-a]pyrimidine-3-carboxamide NC1=NN2C(N=CC=C2)=C1C(=O)NC(C)C1=CC(=C2C=NNC2=C1OCC(CO)O)Cl